methyl 5-[4-(methoxymethoxy)phenyl]-3-methyl-1,2-thiazole-4-carboxylate COCOC1=CC=C(C=C1)C1=C(C(=NS1)C)C(=O)OC